NC1=NC=CC(=C1Cl)SC=1C=2N(C(=NC1C)N1CCC3(CC1)C(C1=CC=CC=C1C3)N)C=CN2 1'-(8-((2-amino-3-chloropyridin-4-yl)thio)-7-methylimidazo[1,2-c]pyrimidin-5-yl)-1,3-dihydrospiro[indene-2,4'-piperidine]-1-amine